1-(3,4-dichlorobenzyl)-8-((2-((1S,2S)-2-(hydroxymethyl)cyclopropyl)pyridin-4-yl)amino)-3,7-dimethyl-1H-purine-2,6(3H,7H)-dione ClC=1C=C(CN2C(N(C=3N=C(N(C3C2=O)C)NC2=CC(=NC=C2)[C@@H]2[C@H](C2)CO)C)=O)C=CC1Cl